BrC1=C(C(=NC=C1)F)O 4-bromo-2-fluoropyridin-3-ol